5-cholesten-3β,25-diol 3-sulfate S(=O)(=O)(O)O[C@@H]1CC2=CC[C@H]3[C@@H]4CC[C@H]([C@@H](CCCC(C)(C)O)C)[C@]4(CC[C@@H]3[C@]2(CC1)C)C